p-isooctylphenyl ether C(CCCCC(C)C)C1=CC=C(C=C1)OC1=CC=C(C=C1)CCCCCC(C)C